γ-Aminobutyraldehyde NCCCC=O